rac-Methyl 4-(1-(3-amino-6-(2-hydroxyphenyl)pyridazin-4-yl)-3-fluoropiperidin-3-yl)benzoate NC=1N=NC(=CC1N1C[C@](CCC1)(F)C1=CC=C(C(=O)OC)C=C1)C1=C(C=CC=C1)O |r|